4-(4-carboxypyrazol-1-yl)piperidine-1-carboxylic acid tert-butyl ester C(C)(C)(C)OC(=O)N1CCC(CC1)N1N=CC(=C1)C(=O)O